2-[2-(aminomethyl)-3,3-difluoro-allyl]-4-[[5-[4-(1-ethylpyrazol-4-yl)phenyl]-2-thienyl]methyl]-1,2,4-triazol-3-one NCC(CN1N=CN(C1=O)CC=1SC(=CC1)C1=CC=C(C=C1)C=1C=NN(C1)CC)=C(F)F